6-((1R,3R)-3-(difluoromethyl)cyclobutoxy)-N-(6-(difluoromethyl)pyridin-2-yl)-2-(tetrahydro-2H-pyran-4-yl)-2H-indazole-5-carboxamide hydrochloride Cl.FC(C1CC(C1)OC=1C(=CC2=CN(N=C2C1)C1CCOCC1)C(=O)NC1=NC(=CC=C1)C(F)F)F